N-[4-(4-tert-butyl-1H-pyrazol-1-yl)-3-sulfamoylphenyl]-2-(2-chlorophenyl)acetamide C(C)(C)(C)C=1C=NN(C1)C1=C(C=C(C=C1)NC(CC1=C(C=CC=C1)Cl)=O)S(N)(=O)=O